Tert-butyl 4-(3-(2-hydroxyphenyl)-9H-pyridazino[3,4-b]indol-6-yl)-5,6-dihydropyridine-1(2H)-carboxylate OC1=C(C=CC=C1)C1=CC2=C(NC3=CC=C(C=C23)C2=CCN(CC2)C(=O)OC(C)(C)C)N=N1